BrC=1C(=NC(=CC1)C(C#N)C=1N=NC(=C(C1)C)Cl)C(=O)OC(C)(C)C tert-butyl 3-bromo-6-((6-chloro-5-methylpyridazin-3-yl)(cyano)methyl)picolinate